N-[2-(2-chloro-4-methylphenyl)-2,2-difluoroethyl]-3-[S-(3-cyclopropyl-2-fluorophenyl)sulfonimidoyl]cinnoline-4-carboxamide ClC1=C(C=CC(=C1)C)C(CNC(=O)C1=C(N=NC2=CC=CC=C12)S(=O)(=N)C1=C(C(=CC=C1)C1CC1)F)(F)F